C(C)(C)(C)N1N=C(C=C1NC=1C=C(C#N)C=CN1)[C@@H]1C[C@@H](CC1)O 2-((1-(tert-butyl)-3-((1S,3R)-3-hydroxycyclopentyl)-1H-pyrazol-5-yl)amino)isonicotinonitrile